2-(2-Fluorobiphenyl-4-yl)propionic Acid FC1=C(C=CC(=C1)C(C(=O)O)C)C1=CC=CC=C1